C(C)(C)C=1C=C(C=C(C1)C(C)C)N1S(C2=C(C1)C(=CC=C2)F)(=O)=O N-(3,5-diisopropylphenyl)-4-fluorobenzo[d]isothiazol-1,1-dioxide